ethylphenyl N-ethylcarbamate C(C)NC(OC1=C(C=CC=C1)CC)=O